trans-2-(2-bromo-6-chloropyridin-4-yl)-3-isopropylmorpholine BrC1=NC(=CC(=C1)[C@H]1[C@@H](NCCO1)C(C)C)Cl